FC(C=CC=O)(C(F)(F)F)F 4,4,5,5,5-pentafluoropent-2-enal